C(C=C)(=O)OCCCOC(C=C)=O 1,3-propylene glycol diacrylate